C1(=CC=CC=C1)P(C(C(=C)B1OC(C(O1)(C)C)(C)C)C1=CC=CC=C1)(C1=CC=CC=C1)=O diphenyl(1-phenyl-2-(4,4,5,5-tetramethyl-1,3,2-dioxaborolan-2-yl)allyl)phosphine oxide